4-(4-(bicyclo[3.1.0]hexan-6-ylamino)-8-fluoro-2-(((2R,7aS)-2-fluorotetrahydro-1H-pyrrolizin-7a(5H)-yl)methoxy)-6-(trifluoromethyl)quinazolin-7-yl)-7-fluorobenzo[d]thiazol-2-amine C12CCCC2C1NC1=NC(=NC2=C(C(=C(C=C12)C(F)(F)F)C1=CC=C(C2=C1N=C(S2)N)F)F)OC[C@]21CCCN1C[C@@H](C2)F